butyl (3S,5R)-3-fluoro-5-[(methylsulfonyl)oxy]piperidine-1-carboxylate F[C@@H]1CN(C[C@@H](C1)OS(=O)(=O)C)C(=O)OCCCC